[Si](C1=CC=CC=C1)(C1=CC=CC=C1)(C(C)(C)C)OCCCC=1C(=C(C(=O)N)C=CC1)N1CCN(CC1)C 3-[(tert-butyldiphenylsilyl)oxy]propyl-2-(4-methylpiperazin-1-yl)benzamide